ClC=1C=C(C=CC1OC1=CC=2N(C=C1)N=CN2)NC2=NC=NC1=CC(=C(C=C21)N2C(C(CC2)=C)=O)OCCN(C)C 1-{4-[(3-chloro-4-{[1,2,4]triazolo[1,5-a]pyridin-7-yloxy}phenyl)amino]-7-[2-(dimethylamino)ethoxy]quinazolin-6-yl}-3-methylidenepyrrolidin-2-one